C(C)(C)NC=1N=C(C2=C(N1)C=CS2)NCC=2C(=NC=CC2)C(F)(F)F N2-isopropyl-N4-((2-(trifluoromethyl)pyridin-3-yl)methyl)thieno[3,2-d]pyrimidine-2,4-diamine